The molecule is an organosulfonate oxoanion obtained by deprotonation of the sulfo groups of Ponceau S. It is a conjugate base of a Ponceau S (acid form). C1=CC(=CC=C1N=NC2=CC(=C(C=C2)N=NC3=C4C=CC(=CC4=CC(=C3O)S(=O)(=O)[O-])S(=O)(=O)[O-])S(=O)(=O)[O-])S(=O)(=O)[O-]